(2R,4S)-N-((S)-1-(((6-amino-2-methylpyridin-3-yl)methyl)amino)-1-oxopropan-2-yl)-4-(2-(5-chlorothien-2-yl)benzyl)pyrrolidine-2-carboxamide trifluoroacetate FC(C(=O)O)(F)F.NC1=CC=C(C(=N1)C)CNC([C@H](C)NC(=O)[C@@H]1NC[C@H](C1)CC1=C(C=CC=C1)C=1SC(=CC1)Cl)=O